tert-butyl 4-benzyl-6-((benzyloxy)methyl)-2,2-dimethyl-5-oxopiperazine-1-carboxylate C(C1=CC=CC=C1)N1CC(N(C(C1=O)COCC1=CC=CC=C1)C(=O)OC(C)(C)C)(C)C